cyclohexyl-gamma-aminopropyl-methyldimethoxysilane Methyl-(S)-3-(2'-(allyloxy)-4'-fluoro-6'-methyl-[1,1'-biphenyl]-3-yl)-3-((R)-2-hydroxypent-4-enamido)propanoate COC(C[C@H](NC([C@@H](CC=C)O)=O)C=1C=C(C=CC1)C1=C(C=C(C=C1C)F)OCC=C)=O.C1(CCCCC1)CO[Si](OC)(C)CCCN